NC=1SC2=C(C1C#N)[C@](CCC2)(C2=NC(=NO2)C2=NC(=NC=C2)N2[C@H](CNCCC2)C)C (4S)-2-amino-4-methyl-4-(3-{2-[(2S)-2-methyl-1,4-diazepan-1-yl]pyrimidin-4-yl}-1,2,4-oxadiazol-5-yl)-4,5,6,7-tetrahydro-1-benzothiophene-3-carbonitrile